OC1=C(C=CC=C1C(C1=CC=C(C=C1)Br)=O)CC(=O)O 2-hydroxy-3-(4-bromobenzoyl)phenylacetic acid